(2S)-3-methyl-2-{methyl[(5R)-3-(prop-2-enoyl)-1-oxa-3,7-diazaspiro[4.4]nonan-7-yl]carbonylamino}butanoic acid CC([C@@H](C(=O)O)N(C(=O)N1C[C@]2(CN(CO2)C(C=C)=O)CC1)C)C